C1CCC12COCC2 (3S,4S)-6-oxaspiro[3.4]octan